C1(=CC=CC=C1)[C@@H](C)NC(=O)C1=CNC=2N=CN=CC21 N-((R)-1-phenylethyl)-7H-pyrrolo[2,3-d]pyrimidine-5-carboxamide